FC1(OC(C(C1(F)F)(F)F)(C(C(F)(F)F)(F)C(F)(F)F)OC)C(C(F)(F)F)(C(F)(F)F)F 2,3,3,4,4-pentafluorotetrahydro-5-methoxy-2,5-bis[1,2,2,2-tetrafluoro-1-(trifluoromethyl)ethyl]-Furan